ethyl 3-bromo-1-(4-(trifluoromethoxy)phenyl)-1H-pyrazolo[3,4-b]pyridine-4-carboxylate BrC1=NN(C=2N=CC=C(C21)C(=O)OCC)C2=CC=C(C=C2)OC(F)(F)F